CC1(N(C2=CC=CC=C2C1)C(=O)C1[C@H]2CN(C[C@@H]12)C(=O)C=1N=CN(C1)C(C)C)C [(1R,5S,6r)-6-(2,2-dimethyl-2,3-dihydro-1H-indole-1-carbonyl)-3-azabicyclo[3.1.0]hexan-3-yl][1-(propan-2-yl)-1H-imidazol-4-yl]methanone